methyl (R)-2-(5-(1,3-dioxolan-2-yl)-2-methyl-6-((1-(3-(pentafluorosulfanyl)phenyl)ethyl)amino)pyrimidin-4-yl)acetate O1C(OCC1)C=1C(=NC(=NC1N[C@H](C)C1=CC(=CC=C1)S(F)(F)(F)(F)F)C)CC(=O)OC